O1CCC=2C1=C1C=C(NC1=CC2)C(=O)N2C(C1C(C2)CCC1)C(=O)N[C@@H](C[C@H]1C(NCC1)=O)C(CO)=O 2-{2H,3H,6H-furo[2,3-e]indole-7-carbonyl}-N-[(2S)-4-hydroxy-3-oxo-1-[(3S)-2-oxopyrrolidin-3-yl]butan-2-yl]-hexahydro-1H-cyclopenta[c]pyrrole-1-carboxamide